(2-amino-5-bromo-3-fluoropyridin-4-yl)propan-2-ol methyl-(1S*,4R*,6R*)-6-(4-isopropylphenyl)-3-(2-phenylacetyl)-2-oxa-3,5-diazabicyclo[2.2.2]oct-7-ene-5-carboxylate C[C@@]12ON([C@@H](N([C@@H]1C1=CC=C(C=C1)C(C)C)C(=O)OC(CC1=C(C(=NC=C1Br)N)F)C)C=C2)C(CC2=CC=CC=C2)=O |o1:1,4,6|